ClC=1C=C(C=CC1)S(=O)(=O)N1C[C@]2(CC3=C(C=C2CC1)N(N=C3)C3=CC=C(C=C3)F)C(=O)C3=NC=CC=C3 (R)-(6-((3-chlorophenyl)sulfonyl)-1-(4-fluorophenyl)-4,4a,5,6,7,8-hexahydro-1H-pyrazolo[3,4-g]isoquinolin-4a-yl)(pyridin-2-yl)methanone